C1=CC=CC=2C3=CC=CC=C3C(C12)COC(=O)N[C@@H](CCOC(C1=CC=CC=C1)(C1=CC=CC=C1)C1=CC=CC=C1)C(=O)O N-(((9H-fluoren-9-yl)methoxy)carbonyl)-O-trityl-L-homoserine